C(=O)O.C(C)NC(C1=CC=C(C=C1)NC1=NC=C(C(=N1)NC=1C=CC2=C(NC(O2)=O)C1)F)=O N-ethyl-4-(5-fluoro-4-(2-oxo-2,3-dihydrobenzo[d]oxazol-5-ylamino)pyrimidin-2-ylamino)benzamide formate salt